BrC1=NN(C=C1)CC1CCS(CC1)(=O)=O 4-((3-bromo-1H-pyrazol-1-yl)methyl)tetrahydro-2H-thiopyran 1,1-dioxide